[Li].[Li].C(CCC#N)#N succinonitrile, dilithium salt